tert-Butyl 1-(2-fluoro-4-methoxy-5-(((1S,2R,3S,4R)-3-((3-((trifluoromethyl)sulfonyl)phenyl)carbamoyl)bicyclo[2.2.1]heptan-2-yl)carbamoyl)benzyl)-1H-pyrazole-5-carboxylate FC1=C(CN2N=CC=C2C(=O)OC(C)(C)C)C=C(C(=C1)OC)C(N[C@@H]1[C@H]2CC[C@@H]([C@@H]1C(NC1=CC(=CC=C1)S(=O)(=O)C(F)(F)F)=O)C2)=O